FC1=CC=C(C=C1)N1N=CC=CC1=O (4-fluorophenyl)pyridazin-3(2H)-one